2-(4-(2-(2,6-dimethylpyridin-4-yl)-3-isopropyl-1H-indol-5-yl)piperidin-1-yl)-N-methyl-N-(tetrahydro-2H-pyran-4-yl)acetamide CC1=NC(=CC(=C1)C=1NC2=CC=C(C=C2C1C(C)C)C1CCN(CC1)CC(=O)N(C1CCOCC1)C)C